4-Chloro-3-fluoro-1,3-dihydro-2,1-benzothiazol-7-amin-2,2-dioxid ClC1=CC=C(C2=C1C(S(N2)(=O)=O)F)N